C1(CCC2=CC=CC=C12)NC(=O)C=1SC(=CC1)C=O N-(2,3-dihydro-1H-indenyl)-5-formylthiophene-2-carboxamide